C(C)OC(CN1CCNCC1)OCC 1-(2,2-diethoxyethyl)piperazine